(1R,3S,5S)-8-(tert-butoxycarbonyl)-8-azabicyclo[3.2.1]octane-3-carboxylic acid CC(C)(C)OC(=O)N1[C@@H]2CC[C@H]1CC(C2)C(=O)O